CC1C=2C=C(N=NC2CCC1)C(=O)OC methyl 5-methyl-5,6,7,8-tetrahydrocinnoline-3-carboxylate